5-((5-Chloro-2-(4,4-difluoropiperidin-1-yl)pyrimidin-4-yl)-amino)-3-(3-hydroxy-3-methylbutyl)-1-methyl-1,3-dihydro-2H-benzo[d]imidazol-2-one ClC=1C(=NC(=NC1)N1CCC(CC1)(F)F)NC1=CC2=C(N(C(N2CCC(C)(C)O)=O)C)C=C1